N1(N=CN=C1)C[C@@]1(C[C@@H](CO1)COC1=C(C=C(C=C1)N1CCN(CC1)C1=CC=C(C(=O)NC2=NC=C(C=C2)C#N)C=C1)CO)C1=C(C=C(C=C1)F)F 4-(4-(4-(((3R,5R)-5-((1H-1,2,4-triazol-1-yl)methyl)-5-(2,4-difluorophenyl)tetrahydrofuran-3-yl)methoxy)-3-hydroxymethylphenyl)piperazin-1-yl)-N-(5-cyanopyridin-2-yl)benzamide